(3-((3S,4S)-4-amino-3-methyl-2-oxa-8-azaspiro[4.5]decan-8-yl)-6-((8-chloro-2-methylimidazo[1,2-a]pyridin-7-yl)thio)-5-methylpyrazin-2-yl)methanol hydrochloride Cl.N[C@@H]1[C@@H](OCC12CCN(CC2)C=2C(=NC(=C(N2)C)SC2=C(C=1N(C=C2)C=C(N1)C)Cl)CO)C